((1S,6R,7R)-3-(3-(4-chloro-2-methyl-2H-indazol-5-yl)-1H-pyrazolo[3,4-b]pyrazin-6-yl)-7-(3,5-difluorophenyl)-3-azabicyclo[4.1.0]heptan-7-yl)methanamine ClC=1C2=CN(N=C2C=CC1C1=NNC2=NC(=CN=C21)N2C[C@@H]1[C@]([C@@H]1CC2)(C2=CC(=CC(=C2)F)F)CN)C